((3,5-difluorophenyl)thio)-3-(2-(pyridin-2-yl)vinyl)-1H-indazole FC=1C=C(C=C(C1)F)SN1N=C(C2=CC=CC=C12)C=CC1=NC=CC=C1